ClC1=C(C=C(C=C1)C1=CN(C2=NC(=CC=C21)C(=O)N2C(CN(CC2)C2=NC(=C(C(=O)O)C(=C2)C)C)(C)C)CC2=NC=CC=C2C)F 6-(4-(3-(4-chloro-3-fluorophenyl)-1-((3-methylpyridin-2-yl)methyl)-1H-pyrrolo[2,3-b]pyridine-6-carbonyl)-3,3-dimethylpiperazin-1-yl)-2,4-dimethylnicotinic acid